ClC=1C=CC=2N(N1)C=NC(C2C2=C(C(=CC=C2)Cl)Cl)=O 2-chloro-5-(2,3-dichlorophenyl)-6H-pyrimido[1,6-b]pyridazin-6-one